N-(2-(2-methylthiazol-5-yl)pyrimidin-4-yl)isoquinolin-3-amine CC=1SC(=CN1)C1=NC=CC(=N1)NC=1N=CC2=CC=CC=C2C1